N-(3-(4'-((3-fluoropyridin-4-yl)methoxy)-4,5,5',6'-tetrahydro-2H-spiro[furan-3,8'-pyrano[3,4-b]pyridin]-2'-yl)-1-methyl-1H-pyrrolo[2,3-c]pyridin-5-yl)acetamide FC=1C=NC=CC1COC1=C2C(=NC(=C1)C1=CN(C3=CN=C(C=C31)NC(C)=O)C)C3(OCC2)COCC3